1-iodohexane nitrogen [N].ICCCCCC